5-fluorocinnoline ditrifluoroacetate FC(C(=O)O)(F)F.FC(C(=O)O)(F)F.FC1=C2C=CN=NC2=CC=C1